O1C(CCCC1)OCCCC1=CC=C(C=C1)C=CC 3-(4-(3-((tetrahydro-2H-pyran-2-yl)oxy)propyl)phenyl)prop-2-en